FC(C1=CC=C(C=C1)N1C2=C(NC(C1)CNC(C)=O)N=CC=C2)(F)F N-((1-(4-(trifluoromethyl)phenyl)-1,2,3,4-tetrahydropyrido[2,3-b]pyrazin-3-yl)methyl)acetamide